C[SiH](C)C(C1=C(C=CC=C1)N(C)C)[Ti](C1(C=CC=C1)CCCC)C1(C=CC=C1)CCCC Dimethylsilanylbis(n-butylcyclopentadienyl)2-(dimethylamino)benzyl-titanium (III)